4-Dimethoxymethyl-2,6-dimethylheptane COC(C(CC(C)C)CC(C)C)OC